3-((3-((3R,5R)-5-(benzo[d]thiazol-6-yl)tetrahydrofuran-3-yl)-1,2,4-oxadiazol-5-yl)methyl)-5-methylpyrazolo[5,1-f][1,2,4]triazin-4(3H)-one S1C=NC2=C1C=C(C=C2)[C@H]2C[C@@H](CO2)C2=NOC(=N2)CN2C=NN1C(C2=O)=C(C=N1)C